pentamethylcyclopentadienyl-(dimethylbenzamidine) hafnium dichloride [Cl-].[Cl-].[Hf+2].CC1=C(C(=C(C1(C1=C(C(=C(C(=N)N)C=C1)C)C)C)C)C)C